C(C)S(=O)(=O)N1[C@H](CN(CC1)[C@@H](CN1C(=CC2=C(C(=CC=C12)CN1CCC2(CN(C2)C2=NC=NC3=CC=C(C=C23)CC(F)(F)F)CC1)C)C#N)C)C 1-[(2R)-2-[(3S)-4-ethylsulfonyl-3-methyl-piperazin-1-yl]propyl]-4-methyl-5-[[2-[6-(2,2,2-trifluoroethyl)quinazolin-4-yl]-2,7-diazaspiro[3.5]nonan-7-yl]methyl]indole-2-carbonitrile